C(C1=CC=CC=C1)N1C[C@@H]2C([C@@H]2C1)C=1C=C(C=CC1)C(C(=O)OC)(C)C Methyl 2-(3-((1R,5S,6s)-3-benzyl-3-azabicyclo[3.1.0]hexane-6-yl) phenyl)-2-methylpropionate